bicyclo[2.2.2]-oct-7-en-2,3,5,6-tetracarboxylic acid C12C(C(C(C(C1C(=O)O)C(=O)O)C=C2)C(=O)O)C(=O)O